3-(1-ethoxyvinyl)-5-fluoropyridin-2-amine C(C)OC(=C)C=1C(=NC=C(C1)F)N